(1S,2S)-N-(6-(7-(1-(2H-1,2,3-triazol-2-yl)ethyl)-5-chloro-6-fluoro-1H-indazol-4-yl)imidazo[1,2-a]pyrazin-2-yl)-2-fluorocyclopropane-1-carboxamide N=1N(N=CC1)C(C)C=1C(=C(C(=C2C=NNC12)C=1N=CC=2N(C1)C=C(N2)NC(=O)[C@H]2[C@H](C2)F)Cl)F